(S)-4-methyl-5-((4-(3-oxo-5-phenyl-6,7-dihydro-3H-pyrrolo[2,1-c][1,2,4]triazol-2(5H)-yl)cyclohexyl)oxy)thiazole-2-carboxamide CC=1N=C(SC1OC1CCC(CC1)N1N=C2N(C1=O)[C@@H](CC2)C2=CC=CC=C2)C(=O)N